8-(5-chloro-3-(difluoromethyl)pyridin-2-yl)-9-(4-((1-(3-fluoropropyl)azetidin-3-yl)methyl)phenyl)-6,7-dihydro-5H-benzo[7]annulene-3-carboxylic acid hydrochloride Cl.ClC=1C=C(C(=NC1)C=1CCCC2=C(C1C1=CC=C(C=C1)CC1CN(C1)CCCF)C=CC(=C2)C(=O)O)C(F)F